C(CC)OC=C propyl-vinylether